(S)-5-(4-((2,3-dihydrobenzo[b][1,4]dioxin-2-yl)methyl)piperazin-1-yl)-2-methyloxazole-4-carbonitrile O1C2=C(OC[C@@H]1CN1CCN(CC1)C1=C(N=C(O1)C)C#N)C=CC=C2